C(C)(C)(C)OC(=O)NC1=CC=C(C=C1)C=1SC(=CN1)C(=O)N[C@@H](CO)C(=O)N[C@@H](CO[Si](C1=CC=CC=C1)(C1=CC=CC=C1)C(C)(C)C)C(=O)OC Methyl N-((2-(4-((tert-butoxycarbonyl)amino)phenyl)thiazole-5-carbonyl)-L-seryl)-O-(tert-butyldiphenylsilyl)-L-serinate